3-[8-methoxy-2-[(4-methoxyphenyl)methyl]-4-methyl-1-oxo-3,4-dihydroisoquinolin-6-yl]-2-methyl-6-(1-methylpyrazol-4-yl)indazole-4-carbonitrile COC=1C=C(C=C2C(CN(C(C12)=O)CC1=CC=C(C=C1)OC)C)C=1N(N=C2C=C(C=C(C12)C#N)C=1C=NN(C1)C)C